CN1N=CC(=C1)C1=CC=2C(=NC=C(C2)C(=O)NC=2C=NC=C(C2)NC(CN2[C@H](CCC2)C)=O)N1 (S)-2-(1-methyl-1H-pyrazol-4-yl)-N-(5-(2-(2-methylpyrrolidin-1-yl)acetamido)pyridin-3-yl)-1H-pyrrolo[2,3-b]pyridine-5-carboxamide